[Al].[Cu].FC(C(=O)O)(C(C(C(C(C(C(F)(F)F)(F)F)(F)F)(F)F)(F)F)(F)F)F Perfluorooctanoic acid copper-aluminum